9-Acetyl-2-hydroxy-3,7-dimethyl-4H-pyrido[1,2-a]pyrimidin-4-one C(C)(=O)C1=CC(=CN2C1=NC(=C(C2=O)C)O)C